FC(C1=NN=C(O1)C=1C=CC(=NC1)CN1C(N(C2=C1C=C(C(=C2)F)F)C2CCN(CC2)S(=O)(=O)C)=O)F 1-((5-(5-(difluoromethyl)-1,3,4-oxadiazole-2-yl)pyridine-2-yl)methyl)-5,6-difluoro-3-(1-(methylsulfonyl)piperidine-4-yl)-1,3-dihydro-2H-benzo[d]imidazole-2-one